tris(3,4-dimethylphenyl) phosphate P(=O)(OC1=CC(=C(C=C1)C)C)(OC1=CC(=C(C=C1)C)C)OC1=CC(=C(C=C1)C)C